(S)-1'-(8-(2,3-dichlorophenyl)-7-ethyl-7H-purin-2-yl)-1,3-dihydrospiro[indene-2,4'-piperidin]-1-amine ClC1=C(C=CC=C1Cl)C1=NC2=NC(=NC=C2N1CC)N1CCC2(CC1)[C@@H](C1=CC=CC=C1C2)N